(Z)-4-azidobut-2-en-1-yl-2-(4-bromophenyl)acetate N(=[N+]=[N-])C\C=C/COC(CC1=CC=C(C=C1)Br)=O